NC=1SC2=C(N1)C(=CC(=C2)C)B(O)O (2-amino-6-methylbenzo[d]thiazol-4-yl)boronic acid